Cl.C(C)OC(/C(=C(/COC1=CC=C(C=C1)C(NC(C)(C)C)=O)\CN)/F)=O (Z)-3-(aminomethyl)-4-[4-(tert-butylcarbamoyl)phenoxy]-2-fluoro-but-2-enoic acid ethyl ester hydrochloride